(3-Chloroaminopropyl)dimethylammonium ClNCCC[NH+](C)C